(S)-6-(4-cyclobutyl-6-methoxypyrimidin-5-yl)-1-(1-(4-(1-ethyl-4-(trifluoromethyl)-1H-imidazol-2-yl)phenyl)ethyl)-1H-pyrazolo[3,4-d]pyrimidine C1(CCC1)C1=NC=NC(=C1C1=NC=C2C(=N1)N(N=C2)[C@@H](C)C2=CC=C(C=C2)C=2N(C=C(N2)C(F)(F)F)CC)OC